Azetidin-3-yl-acetonitrile, hydrochloride salt Cl.N1CC(C1)CC#N